4-[1-sec-Butyl-7-((R)-1-quinolin-3-yl-ethylamino)-1H-pyrazolo[4,3-d]pyrimidin-5-yl]-1-methyl-piperazin-2-on C(C)(CC)N1N=CC=2N=C(N=C(C21)N[C@H](C)C=2C=NC1=CC=CC=C1C2)N2CC(N(CC2)C)=O